ClC=1N=CC2=C(C=CC(=C2C1)C1N(CCC1)C(=O)OC(C)(C)C)N1[C@@H]([C@H](C1)CS(=O)(=O)C)C tert-butyl 2-{3-chloro-8-[(2R,3S)-3-(methanesulfonylmethyl)-2-methylazetidin-1-yl]isoquinolin-5-yl}pyrrolidine-1-carboxylate